(3ξ)-3-methyltetra-hydrofuran CC1COCC1